tert-Butyl 2-(3-acetyl-5-(pyrazolo[1,5-a]pyrimidin-6-yl)-1H-indazol-1-yl)acetate C(C)(=O)C1=NN(C2=CC=C(C=C12)C=1C=NC=2N(C1)N=CC2)CC(=O)OC(C)(C)C